O[C@@H](CNC(OC(C)(C)C)=O)C tert-butyl [(2R)-2-hydroxypropyl]carbamate